[2-(aminomethyl)-3,3-difluoro-allyl]-4-(4-bromo-2-fluoro-phenyl)-1,2,4-triazol-3-one trifluoroacetate salt FC(C(=O)O)(F)F.NCC(CC=1N(C(NN1)=O)C1=C(C=C(C=C1)Br)F)=C(F)F